3-(4-Butylphenyl)benzo[C]cinnoline C(CCC)C1=CC=C(C=C1)C=1C=CC2=C(N=NC=3C=CC=CC23)C1